C(#N)CN1C(=CC2=CC(=CC=C12)C1CCOCC1)C(=O)N(C1=CC=CC=C1)C 1-(Cyanomethyl)-N-methyl-N-phenyl-5-(tetrahydro-2H-pyran-4-yl)-1H-indole-2-carboxamide